N1C=C(C=2C1=NC=CC2)B2OC(C)(C)C(C)(C)O2 1H-pyrrolo[2,3-b]Pyridin-3-yl-boronic acid pinacol ester